C(C)(C)(C)OC(N(C)CC1CN(C1)C1=C2CCN(C2=CC=C1)[C@H]1C(NC(CC1)=O)=O)=O.C[SiH](OC1(CCCCC1)O[SiH](C)C)C 2,2-bis(dimethylsilyloxy)cyclohexane tert-butyl-N-[[1-[1-[(3R)-2,6-dioxo-3-piperidyl]indolin-4-yl]azetidin-3-yl]methyl]-N-methyl-carbamate